ClC=1C(=C(C(=CC1)F)C1=C(C(=NN(C1=O)C)C)OC(C(C)C)=O)CCC1=CC(=NC=C1)F 2-Methylpropanoic acid [5-[3-chloro-6-fluoro-2-[2-(2-fluoro-4-pyridinyl) ethyl] phenyl]-1,3-dimethyl-6-oxo-pyridazin-4-yl] ester